C(C)(=O)OCCCCCCCCCCCCCC\C=C/CC (Z)-octadec-15-en-1-yl acetate